C(CCCCCCCCCCCCCCCCC)OCC(C)O propylene glycol monostearyl ether